3-(8-((tert-butoxycarbonyl)amino)octanamido)benzoic acid C(C)(C)(C)OC(=O)NCCCCCCCC(=O)NC=1C=C(C(=O)O)C=CC1